Ethyl 5-(3-cyanophenyl)-1,3,4-oxadiazole-2-carboxylate C(#N)C=1C=C(C=CC1)C1=NN=C(O1)C(=O)OCC